6-chloro-5'-(5-chloro-2-methylphenyl)-2'-(4-cyclopropyl-2,6-dimethoxyphenyl)-3'-isopropyl-3'H-spiro[indoline-3,4'-pyrrolo[3,4-d]imidazole]-2,6'(5'H)-dione ClC1=CC=C2C(=C1)NC(C21N(C(C=2N=C(N(C21)C(C)C)C2=C(C=C(C=C2OC)C2CC2)OC)=O)C2=C(C=CC(=C2)Cl)C)=O